[2-chloro-4-fluoro-5-(7-morpholin-4-yl-quinazolin-4-yl)-phenyl]-(6-methoxy-pyridazin-3-yl)methanol ClC1=C(C=C(C(=C1)F)C1=NC=NC2=CC(=CC=C12)N1CCOCC1)C(O)C=1N=NC(=CC1)OC